N[C@]1([C@H](C1)CC(=O)N)C1=C(C=CC(=C1)F)OC 2-((1R,2R)-2-amino-2-(5-fluoro-2-methoxyphenyl)cyclopropyl)acetamide